C1(CCC1)NC1=CC(=NC(=N1)N1CCCCC1)C(=O)NC[C@@H](O)[C@H]1N(CC2=CC(=CC=C2C1)OCC1=C(N=CO1)C)C(=O)OC(C)(C)C tert-butyl (3S)-3-[(1R)-2-[[6-(cyclobutylamino)-2-(1-piperidyl)-pyrimidine-4-carbonyl]amino]-1-hydroxy-ethyl]-7-[(4-methyloxazol-5-yl)methoxy]-3,4-dihydro-1H-isoquinoline-2-carboxylate